C(C(=O)C[C@H](O)[C@@H](O)[C@@H](O)[C@H](O)[C@H](O)CO)(=O)O 3-Deoxy-D-glycero-D-galacto-2-nonulosonic Acid